ethyl 1-(cyanomethyl)-5-formyl-1H-indole-2-carboxylate C(#N)CN1C(=CC2=CC(=CC=C12)C=O)C(=O)OCC